Cl.N(C(=N)N)C1=CC=C(C(=O)OC2=CC=C3C=CC(OC3=C2)=O)C=C1 2-oxo-2H-chromen-7-yl 4-guanidinobenzoate hydrochloride